N[C@@H](C(=O)N1CCC(CC1)=C(F)F)[C@@H](C)C1=CC(=C(C=C1)[N+](=O)[O-])F (2R,3S)-2-amino-1-(4-(difluoromethylene)piperidin-1-yl)-3-(3-fluoro-4-nitrophenyl)butan-1-one